1-Methyl-6-[5-(2-oxopyrrolidin-1-ylmethyl)-pyridin-3-yl]-3,4-dihydro-1H-quinolin-2-one CN1C(CCC2=CC(=CC=C12)C=1C=NC=C(C1)CN1C(CCC1)=O)=O